C(C)(=O)OCCCCCCCCCC\C=C/C (Z)-11-tridecenyl acetate